tert-butyl 2-chloro-5H,6H,8H-pyrido[3,4-d]pyrimidine-7-carboxylate ClC=1N=CC2=C(N1)CN(CC2)C(=O)OC(C)(C)C